CC(C)([2H])C1=CC=C(C=C1)NC1=CC=C(C=C1)C(C)(C)[2H] Bis(4-(prop-2-yl-2-d)phenyl)amine